(12S)-7-chloro-12-ethyl-6-fluoro-13-methyl-3-methylsulfonyl-10-oxa-2,4,8,13-tetraazatricyclo[7.4.1.05,14]tetradeca-1,3,5,7,9(14)-pentaene ClC=1C(=C2N=C(N=C3N([C@H](COC(N1)=C32)CC)C)S(=O)(=O)C)F